(R)-1-(4-(6-(2-(4-(3,3-difluorocyclobutoxy)-6-methylpyridin-2-yl)acetamido)pyridazin-3-yl)-2-fluorobutyl)-N-methyl-1H-1,2,3-triazole-4-carboxamide FC1(CC(C1)OC1=CC(=NC(=C1)C)CC(=O)NC1=CC=C(N=N1)CC[C@H](CN1N=NC(=C1)C(=O)NC)F)F